(2S,4R)-4-((S)-S-methylsulfonimidoyl)-1-((4-phenoxybenzoyl)glycyl)pyrrolidine-2-carboxylic acid C[S@@](=O)(=N)[C@@H]1C[C@H](N(C1)C(CNC(C1=CC=C(C=C1)OC1=CC=CC=C1)=O)=O)C(=O)O